(S)-1-(4-((1-(5-(3,5-difluorophenyl)-4,5-dihydro-1H-pyrazole-1-carbonyl)azetidin-3-yl)oxy)-5-fluoropyridin-2-yl)-N-ethyl-3,5-dimethyl-1H-pyrazole-4-carboxamide FC=1C=C(C=C(C1)F)[C@@H]1CC=NN1C(=O)N1CC(C1)OC1=CC(=NC=C1F)N1N=C(C(=C1C)C(=O)NCC)C